C1(CC1)C=1C=CC2=C(C(=NCC=3N2N=C(C3)C(=O)O)C3=C(C=CC=C3)F)C1 8-cyclopropyl-6-(2-fluorophenyl)-4H-pyrazolo[1,5-a][1,4]benzodiazepine-2-carboxylic acid